The molecule is a 4-O-(1H-indol-3-ylcarbonyl)ascaroside derived from 11-hydroxyundecanoic acid. It is a metabolite of the nematode Caenorhabditis elegans. It has a role as a Caenorhabditis elegans metabolite. It is a 4-O-(1H-indol-3-ylcarbonyl)ascaroside, a monocarboxylic acid and an omega-hydroxy fatty acid ascaroside. It derives from an 11-hydroxyundecanoic acid and an oscr#18. C[C@H]1[C@@H](C[C@H]([C@@H](O1)OCCCCCCCCCCC(=O)O)O)OC(=O)C2=CNC3=CC=CC=C32